(R)-5-amino-4-(5-fluoro-6-(4-formylpiperidin-1-yl)-1,3-dioxoisoindolin-2-yl)-5-oxopentanoic acid tert-butyl ester C(C)(C)(C)OC(CC[C@H](C(=O)N)N1C(C2=CC(=C(C=C2C1=O)F)N1CCC(CC1)C=O)=O)=O